[2-(tert-butoxycarbonylamino)-4-fluoro-1,3-benzothiazol-7-yl]boronic acid C(C)(C)(C)OC(=O)NC=1SC2=C(N1)C(=CC=C2B(O)O)F